2-(hydroxymethyl)propane-1,3-diyl bis(3-(4-methylcyclohexyl)propanoate) CC1CCC(CC1)CCC(=O)OCC(COC(CCC1CCC(CC1)C)=O)CO